(6S,9R)-9-((methylamino)methyl)-6,9-dihydro-7H-[1,3]dioxolo[4,5-H]isochromen-6-ol CNC[C@@H]1OC[C@H](C=2C=CC3=C(C12)OCO3)O